N-{[6-({[(1-fluorocyclopentyl)methyl]amino}methyl)imidazo[1,2-a]pyridin-2-yl]methyl}-4-oxo-4H-pyrido[1,2-a]pyrimidine-2-carboxamide FC1(CCCC1)CNCC=1C=CC=2N(C1)C=C(N2)CNC(=O)C=2N=C1N(C(C2)=O)C=CC=C1